2-carbonyl-4,5,6,7a-tetrahydrothieno[3,2-c]pyridine C(=O)=C1C=C2CNCCC2S1